OCC1(CC1)C(=O)N1[C@H]([C@H](CC1)NS(=O)(=O)C)CC=1C(=C(C=CC1)C1=CC(=CC(=C1)F)F)F N-{(2S,3S)-1-[1-(hydroxymethyl)cyclopropane-1-carbonyl]-2-[(2,3',5'-trifluoro[1,1'-biphenyl]-3-yl)methyl]pyrrolidin-3-yl}methanesulfonamide